(S)-4-fluoro-N-(5-methyl-4-oxo-2,3,4,5-tetrahydrobenzo[b][1,4]oxazepin-3-yl)-1-(pyrimidin-2-ylmethyl)-1H-pyrazole-3-carboxamide FC=1C(=NN(C1)CC1=NC=CC=N1)C(=O)N[C@@H]1C(N(C2=C(OC1)C=CC=C2)C)=O